tert-butyl N-(5-bromothiazol-2-yl)carbamate BrC1=CN=C(S1)NC(OC(C)(C)C)=O